tributylphosphine chloride [Cl-].C(CCC)P(CCCC)CCCC